C(C1=CC=CC=C1)N1CC2=C(NC(NC2=O)=O)CC1 6-benzyl-1,5,7,8-tetrahydropyrido[4,3-d]pyrimidine-2,4-dione